5-(3,4-bis(hydroxymethyl)piperazin-1-yl)-2,3-dihydro-1,4-benzodioxine OCC1CN(CCN1CO)C1=CC=CC=2OCCOC21